[2H][C@@]1(CCN(C(CO1)=O)[C@H](C)C1=CC=CC=C1)C1=CC=C(C=C1)OC(F)(F)F (7R)-7-deuterio-4-[(1R)-1-phenylethyl]-7-[4-(trifluoromethoxy)phenyl]-1,4-oxazepan-3-one